CC(C(=O)N)(C)C1=CC(=CC=C1)[N+](=O)[O-] 2-methyl-2-(3-nitrophenyl)propanamide